2-Chloro-4-methyl-7-((2-(trimethylsilyl)ethoxy)methyl)-7H-pyrrolo[2,3-d]pyrimidine ClC=1N=C(C2=C(N1)N(C=C2)COCC[Si](C)(C)C)C